3-(2-chloro-3-(6-(6-oxo-5-azaspiro[3.4]octan-5-yl)pyridin-3-yl)phenyl)piperidine-2,6-dione ClC1=C(C=CC=C1C=1C=NC(=CC1)N1C2(CCC2)CCC1=O)C1C(NC(CC1)=O)=O